N-[4-amino-1-(2-trimethylsilylethoxymethyl)pyrazolo[4,3-c]pyridin-7-yl]-N',N'-bis[1-(4-fluorophenyl)ethyl]oxamide NC1=NC=C(C2=C1C=NN2COCC[Si](C)(C)C)NC(=O)C(=O)N(C(C)C2=CC=C(C=C2)F)C(C)C2=CC=C(C=C2)F